C(#N)C1=CC(=NC(=C1)C=1N=NN(C1)C=1C(=C(C(=O)O)C=CC1)O)C=1N=NN(C1)C=1C(=C(C(=O)O)C=CC1)O 5'-((4-cyanopyridin-2,6-diyl)bis(1H-1,2,3-triazole-4,1-diyl))bis(2-hydroxybenzoic acid)